C(C)(C)(C)C=1C=C(C=2CC3=CC=C(C=C3C2C1)C(C)(C)C)[Zr] 3,6-di-tert-butylfluorenylzirconium